F[C@@]1(C=2C=CC=NC2C(CC1)=C)C(=O)NCC1=C(C(=C(C=C1)F)F)F (S)-5-fluoro-8-methylene-N-(2,3,4-trifluorobenzyl)-5,6,7,8-tetrahydroquinoline-5-carboxamide